CC=1N=C(SC1C)NC(=O)C=1C(=C(C=CC1)NCC(=O)O)C (3-((4,5-dimethylthiazol-2-yl)carbamoyl)-2-methylphenyl)glycine